NC1=CC(=C(C(=O)OCC2=CC=C(C=C2)OC(F)F)C=C1C)C 4-(difluoromethoxy)benzyl 4-amino-2,5-dimethylbenzoate